Cyclohexyl ((S)-(((2R,3S,4R,5S)-2-cyano-3,4-dihydroxy-5-(4-octanamidopyrrolo[2,1-f][1,2,4]triazin-7-yl)tetrahydrofuran-2-yl)methoxy)(phenoxy)phosphoryl)-L-alaninate C(#N)[C@@]1(O[C@H]([C@@H]([C@@H]1O)O)C1=CC=C2C(=NC=NN21)NC(CCCCCCC)=O)CO[P@](=O)(OC2=CC=CC=C2)N[C@@H](C)C(=O)OC2CCCCC2